tert-butyl-(S)-2-((S)-5-chloro-6-fluoro-2-phenyl-2,3-dihydrobenzofuran-2-yl)pyrrolidin-1-Formate C(C)(C)(C)OC(=O)N1[C@@H](CCC1)[C@@]1(OC2=C(C1)C=C(C(=C2)F)Cl)C2=CC=CC=C2